ClC1=C(C=CC=C1)NC1=C(C(=O)O)C=CC=C1 2-((2-chlorophenyl)amino)benzoic acid